C(C=C)(=O)O.C(C=C)(=O)O.C(C=C)(=O)O.C(O)C(C)CO dimethylolethane triacrylate